potassium ferricyanide chloride [Cl-].[Fe-3](C#N)(C#N)(C#N)(C#N)(C#N)C#N.[K+]